FC(C1=CC=C(C=C1)[C@@H]1CC2(CC1)CCN(CC2)C(=O)C2CC1(C2)NC(OC1)=O)(F)F |r| (rac)-(2s,4s)-2-(2-(4-(trifluoromethyl)phenyl)-8-azaspiro[4.5]decane-8-carbonyl)-7-oxa-5-azaspiro[3.4]octan-6-one